4-(Dimethylamino)-N-[4-[4-(1,3-thiazol-2-yl)piperazin-1-yl]phenyl]benzamid CN(C1=CC=C(C(=O)NC2=CC=C(C=C2)N2CCN(CC2)C=2SC=CN2)C=C1)C